4-(4-bromophenoxy)tetrahydro-2H-thiopyran BrC1=CC=C(OC2CCSCC2)C=C1